C[Si](C#CCC)(C)C 1-(trimethylsilyl)butyne